ethyl 3-((t-butoxycarbonyl) amino)-2,2-difluoro-4-hydroxybutyrate C(C)(C)(C)OC(=O)NC(C(C(=O)OCC)(F)F)CO